OCCCCCCOC1=CC=C(C=C1)C#CC1=CC=C(C(=O)OC2=C(C(=O)OCC)C=C(C=C2)OC(C2=CC=C(C=C2)I)=O)C=C1 ethyl 2-[4-[2-[4-(6-hydroxyhexoxy)phenyl]ethynyl]-benzoyl]oxy-5-(4-iodobenzoyl)oxy-benzoate